(R)-4-(1-methyl-1H-pyrazol-5-yl)-2-(3-methylmorpholino)pyrrolo[1,2-a]pyrimidine-8-carboxylic acid CN1N=CC=C1C1=CC(=NC=2N1C=CC2C(=O)O)N2[C@@H](COCC2)C